FC(C12CC(C1)(C2)C2=C(CC(CC2)(C)C)C=O)F 2-(3-(difluoromethyl)bicyclo[1.1.1]pentan-1-yl)-5,5-dimethylcyclohex-1-eneformaldehyde